2-(2-(difluoromethoxy)-7-methylquinoxalin-5-yl)thiazole FC(OC1=NC2=CC(=CC(=C2N=C1)C=1SC=CN1)C)F